4-((1-(pyrimidin-2-yl)propyl)amino)quinolin-2(1H)-one N1=C(N=CC=C1)C(CC)NC1=CC(NC2=CC=CC=C12)=O